2-((2-(((tert-Butoxycarbonyl)(2-(6-methoxy-3-nitropyridin-2-yl)ethyl)amino)-methyl)-3,4-difluorophenyl)amino)-4-chloro-5-fluorobenzoic acid C(C)(C)(C)OC(=O)N(CCC1=NC(=CC=C1[N+](=O)[O-])OC)CC1=C(C=CC(=C1F)F)NC1=C(C(=O)O)C=C(C(=C1)Cl)F